2-[(2's,4r)-6-chloro-2',5-difluoro-1-oxo-spiro[3H-isoquinoline-4,1'-cyclopropane]-2-yl]Acetic acid ClC=1C(=C2C(=CC1)C(N(C[C@]21[C@H](C1)F)CC(=O)O)=O)F